[P].FC1=CC=C(C=C1)C=1N=CN(C1C1=CC(=NC=C1)NC(C1=CC=CC=C1)=O)CC(=O)N1CC2(COC2)CC1 N-{4-[4-(4-fluorophenyl)-1-(2-{2-oxa-6-azaspiro[3.4]oct-6-yl}-2-oxoethyl)-1H-imidazol-5-yl]pyridin-2-yl}benzamide phosphorus